C(C)OC(=O)C=1OC=CN1 2-ethoxycarbonyl-oxazole